11-hydroxy-4-methyl-2,4,6-dodecanetricarboxylic acid OC(CCCCC(CC(CC(C)C(=O)O)(C(=O)O)C)C(=O)O)C